O[C@@H]1C[C@H](N(C1)C([C@@H](C(C)C)C1=CC(=NO1)OC1CCNCC1)=O)C(=O)N[C@@H](C)C1=CC=C(C=C1)C1=C(N=CS1)C (2S,4R)-4-hydroxy-1-[(2S)-3-methyl-2-[3-(4-piperidyloxy)isoxazol-5-yl]butanoyl]-N-[(1S)-1-[4-(4-methylthiazol-5-yl)phenyl]ethyl]pyrrolidine-2-carboxamide